methyl 5-formyl-2-methoxy-benzoate C(=O)C=1C=CC(=C(C(=O)OC)C1)OC